1-(6-Isopropyl-4-methyl-cyclohex-3-enyl)-ethanone C(C)(C)C1CC(=CCC1C(C)=O)C